COC(=O)C1=CN(C(C(=C1C(C)=O)C)=O)C1CC1 4-Acetyl-1-cyclopropyl-5-methyl-6-oxo-1,6-dihydropyridine-3-carboxylic acid methyl ester